C(C)(C)(C)C1=CC(=NC=C1)C=1N(C2=CC=C(C(=C2C1)C)SC(C(=O)OCC)(C)C)C(=O)OC(C)(C)C tert-butyl 2-(4-(tert-butyl)pyridin-2-yl)-5-((1-ethoxy-2-methyl-1-oxopropan-2-yl)thio)-4-methyl-1H-indole-1-carboxylate